C(C)(C)(C)OC(=O)N1CC[C@@H](CCC1)C1=CC=C(C=C1)OC(C)C |r| (rac)-4-{4-[(propan-2-yl)oxy]phenyl}azepane-1-carboxylic acid tert-butyl ester